Cl.N1=C(N=C(C=C1)N)N pyrimidinediamine Hydrogen Chloride Salt